C1=CC=C2C=CC3=CC=CC3=C12 as-indacen